COC(=O)C1=NC=C(C=C1)N1CCC(CC1)C1OCCO1 5-[4-(1,3-dioxolan-2-yl)piperidin-1-yl]Pyridine-2-carboxylic acid methyl ester